2-(2-isopropylphenyl)-9-(4-(4-(methoxymethyl)-1H-1,2,3-triazol-1-yl)benzyl)-7,9-dihydro-8H-purin-8-one C(C)(C)C1=C(C=CC=C1)C1=NC=C2NC(N(C2=N1)CC1=CC=C(C=C1)N1N=NC(=C1)COC)=O